2-(2-(2-Cyclopropylbenzoyl)hydrazino)-2-oxoacetic acid ethyl ester C(C)OC(C(=O)NNC(C1=C(C=CC=C1)C1CC1)=O)=O